C(C)(C)(C)[C@@H]1CC=2C=C3C(=NC2CC1)SC(=C3)C(=O)N[C@H](CC[NH+]3CCC(CC3)(C)O)C3=CC=C(C=C3)C3=CNC(C=C3)=O (6S)-6-tert-butyl-N-[(1R)-3-(4-hydroxy-4-methyl-piperidin-1-ium-1-yl)-1-[4-(6-oxo-1H-pyridin-3-yl)phenyl]propyl]-5,6,7,8-tetrahydrothieno[2,3-b]quinoline-2-carboxamide